2,8-difluoro-5-trifluoromethyldibenzothiophenium FC1=CC2=C([S+](C3=C2C=C(C=C3)F)C(F)(F)F)C=C1